BrC1=CC(NC=C1)=O 4-bromo-1,2-dihydropyridin-2-one